4-tert-Butoxycarbonylamino-thiophene-3-carboxylic acid C(C)(C)(C)OC(=O)NC=1C(=CSC1)C(=O)O